FC(CN1CC(N(CC1)CC1=C2C=CNC2=C(C=C1OC)C)C=1C=2N(C(=CC1)C(=O)O)C=CN2)F 8-(4-(2,2-Difluoroethyl)-1-((5-methoxy-7-methyl-1H-indol-4-yl)methyl)piperazin-2-yl)imidazo[1,2-a]pyridine-5-carboxylic acid